5-amino-2,2',3',4',6'-pentafluoro-[1,1-biphenyl]-4-ol NC=1C(=CC(=C(C1)C1=C(C(=C(C=C1F)F)F)F)F)O